ClC=1C=C(CC(C(=O)O)=C)C=C(C1CC1=C(C(=C(C=C1)O)C(C)C)F)Cl 2-(3,5-dichloro-4-(2-fluoro-4-hydroxy-3-isopropylbenzyl)benzyl)acrylic acid